C[Si](CCOCN1C=C(C=C1)C(=O)OC)(C)C methyl 1-(2-trimethylsilylethoxymethyl)pyrrole-3-carboxylate